C(=O)C1=CC(=C(C(=O)O)C=C1)C 4-formyl-2-methyl-benzoic acid